8-(4-amino-N-(8-(didecylamino)-8-oxooctyl)-2-fluorobutanamido)-N,N-didecyloctanamide NCCC(C(=O)N(CCCCCCCC(=O)N(CCCCCCCCCC)CCCCCCCCCC)CCCCCCCC(=O)N(CCCCCCCCCC)CCCCCCCCCC)F